OC1=C(C(N(C2=NC=C(C=C12)C1=CC=CC=C1)CCN1CCOCC1)=O)C(=O)NC1CC2(C1)CCC2 4-hydroxy-1-(2-morpholinylethyl)-2-oxo-6-phenyl-N-(spiro[3.3]hept-2-yl)-1,2-dihydro-1,8-naphthyridine-3-carboxamide